N-[5-[6-(cyclopropylmethoxy)pyridin-3-yl]-4-fluoro-2-[rac-(3R,5S)-3,4,5-trimethylpiperazin-1-yl]phenyl]-4-(difluoromethyl)-6-oxo-1H-pyridine-3-carboxamide C1(CC1)COC1=CC=C(C=N1)C=1C(=CC(=C(C1)NC(=O)C1=CNC(C=C1C(F)F)=O)N1C[C@H](N([C@H](C1)C)C)C)F |r|